NC1=NC2=CC(=C(C=C2C=C1C)C(=O)N(CC1=NC=C(C=C1)C(F)(F)F)CC(C)C)Cl 2-amino-7-chloro-N-isobutyl-3-methyl-N-((5-(trifluoromethyl)pyridin-2-yl)methyl)quinoline-6-carboxamide